2-[5-(difluoromethyl)-3-fluoropyridine-2-carbonyl]-9,9-dimethyl-8-oxo-2-azaspiro[4.5]dec-6-ene-7-carbonitrile FC(C=1C=C(C(=NC1)C(=O)N1CC2(CC1)C=C(C(C(C2)(C)C)=O)C#N)F)F